ClC1=C(C#N)C=CC(=C1)N1[C@H](O[C@@H](C1)COC1=CC=NC=C1)C(F)(F)F 2-Chloro-4-((2R,5S)-5-((pyridin-4-yloxy)methyl)-2-(trifluoromethyl)oxazolidin-3-yl)benzonitril